5-[(3S)-2-[trans-4-[[tert-butyl(dimethyl)silyl]oxymethyl]cyclohexane-carbonyl]isoxazolidin-3-yl]pyridine-3-carbonitrile [Si](C)(C)(C(C)(C)C)OC[C@@H]1CC[C@H](CC1)C(=O)N1OCC[C@H]1C=1C=C(C=NC1)C#N